ethyl 2-(4-(3-(difluoromethyl)pyridin-2-yl)cyclohex-3-en-1-yl)acetate FC(C=1C(=NC=CC1)C1=CCC(CC1)CC(=O)OCC)F